FC1([C@H](CN(CC1)[C@H](C(=O)NC=1SC2=C(N1)C=C1C(=C2)OC(O1)(F)F)C)C=1N=C(C(NC1)=O)CO)F (S)-2-((R)-4,4-difluoro-3-(6-(hydroxymethyl)-5-oxo-4,5-dihydropyrazin-2-yl)piperidin-1-yl)-N-(2,2-difluoro-[1,3]dioxolo[4',5':4,5]benzo[1,2-d]thiazol-6-yl)propanamide